tert-Butyl 4-((6-fluoropyridin-2-yl)methyl)-1H-pyrazole-1-carboxylate FC1=CC=CC(=N1)CC=1C=NN(C1)C(=O)OC(C)(C)C